benzyl N-[2-[[(1S)-2-amino-2-oxo-1-[[(3S)-2-oxo-3-piperidyl]methyl]ethyl]amino]-1-[(2,2-dimethylcyclopropyl)methyl]-2-oxo-ethyl]carbamate NC([C@H](C[C@H]1C(NCCC1)=O)NC(C(CC1C(C1)(C)C)NC(OCC1=CC=CC=C1)=O)=O)=O